cyclopropyl-[(5S,7S)-7-fluoro-5-(4-fluorophenyl)-6,7-dihydro-5H-pyrrolo[1,2-b][1,2,4]triazol-2-yl]methanone C1(CC1)C(=O)C=1N=C2N(N1)[C@@H](C[C@@H]2F)C2=CC=C(C=C2)F